Ammonium ((((1S,4R)-4-(6-amino-9H-purin-9-yl)-1-ethynylcyclopent-2-en-1-yl)oxy)methyl)phosphonate NC1=C2N=CN(C2=NC=N1)[C@H]1C=C[C@@](C1)(C#C)OCP([O-])([O-])=O.[NH4+].[NH4+]